ClC1=NC=C(C(=N1)C=1C=NN2C1[C@H](CCCC2)C)F (4S)-3-(2-chloro-5-fluoro-pyrimidin-4-yl)-4-methyl-5,6,7,8-tetrahydro-4H-pyrazolo[1,5-a]azepine